(R or S)-2-(1-(2-(6-methylpyridin-3-yl)propan-2-yl)-3-(2-(thiophen-2-yl)ethyl)pyrrolidin-3-yl)morpholine CC1=CC=C(C=N1)C(C)(C)N1CC(CC1)(CCC=1SC=CC1)[C@@H]1CNCCO1 |o1:22|